3-((4-(4-((6-((5-fluoro-4-(4-fluoro-1-isopropyl-2-methyl-1H-benzo[d]imidazol-6-yl)pyrimidin-2-yl)amino)pyridin-3-yl)methyl)-[1,4'-bipiperidin]-1'-yl)phenyl)amino)piperidine-2,6-dione FC=1C(=NC(=NC1)NC1=CC=C(C=N1)CC1CCN(CC1)C1CCN(CC1)C1=CC=C(C=C1)NC1C(NC(CC1)=O)=O)C=1C=C(C2=C(N(C(=N2)C)C(C)C)C1)F